tris(2-carboxyethyl)-phosphate hydrochloride Cl.C(=O)(O)CCOP(=O)(OCCC(=O)O)OCCC(=O)O